ClC1=C(C=NC2=CC(=C(C=C12)OC)OC)C(=O)O 4-chloro-6,7-dimethoxy-quinoline-3-carboxylic acid